tert-Butyl-3-amino-2-(3-bromo-benzyl)-4,4-difluoropyrrolidine-1-carboxylate C(C)(C)(C)OC(=O)N1C(C(C(C1)(F)F)N)CC1=CC(=CC=C1)Br